5-cyclopropyl-3-(N-(4-(difluoromethoxy)phenyl)-3-methoxy-3-oxopropanamido)thiophene-2-carboxylic acid methyl ester COC(=O)C=1SC(=CC1N(C(CC(=O)OC)=O)C1=CC=C(C=C1)OC(F)F)C1CC1